N-(2-(methylsulfonyl)-5-nitrophenyl)acetamide CS(=O)(=O)C1=C(C=C(C=C1)[N+](=O)[O-])NC(C)=O